C[C@@H]1O[C@@H](CN(C1)C1=CC=C(C=C1)NC1=NC(=C(C(=N1)OCC1CCC(CC1)O)F)C)C 4-(((2-((4-((2S,6R)-2,6-dimethylmorpholino)phenyl)amino)-5-fluoro-6-methylpyrimidin-4-yl)oxy)methyl)cyclohexan-1-ol